C1(CC1)N1C=NC2=C1C=C(C(=C2)C2=CC(=NC=C2)C)N 3-cyclopropyl-6-(2-methyl-4-pyridinyl)benzimidazol-5-amine